1-benzyl 25-(tert-butyl) (18R,19R)-18,19-bis(((benzyloxy)-carbonyl) amino)-17,20-dioxo-4,7,10,13-tetraoxa-16,21-diazapentacosanedioate C(C1=CC=CC=C1)OC(=O)N[C@@H](C(NCCOCCOCCOCCOCCC(=O)OCC1=CC=CC=C1)=O)[C@H](C(NCCCC(=O)OC(C)(C)C)=O)NC(=O)OCC1=CC=CC=C1